2-Methyl-N-(7-oxaspiro[3.5]nonan-2-yl)propane-2-sulfinamide CC(C)(C)S(=O)NC1CC2(C1)CCOCC2